1-ethynyl-3,5-difluoro-benzene C(#C)C1=CC(=CC(=C1)F)F